15-(Boc-amino)-4,7,10,13-tetraoxapentadecanoic acid C(=O)(OC(C)(C)C)NCCOCCOCCOCCOCCC(=O)O